C12C=CC(C3C1C(=O)OC3=O)C2 bicyclo[2.2.1]hept-2-ene-5,6-dicarboxylic anhydride